1-octadecanoyl-sn-glycero-3-phospho-(1'-sn-glycerol) CCCCCCCCCCCCCCCCCC(=O)OC[C@H](COP(=O)(O)OC[C@H](CO)O)O